CN1C(N(C2=C1C(=CC=C2)C#CCN2CCNCC2)C2C(NC(CC2)=O)=O)=O 3-[3-methyl-2-oxo-4-(3-piperazin-1-ylprop-1-ynyl)benzimidazol-1-yl]Piperidine-2,6-dione